2-(1H-imidazol-1-yl)-7-iodo-5-((2-(trimethylsilyl)ethoxy)methyl)-5H-pyrrolo[3,2-d]Pyrimidine-4-carboxylic acid ethyl ester C(C)OC(=O)C=1C2=C(N=C(N1)N1C=NC=C1)C(=CN2COCC[Si](C)(C)C)I